1,2-benzisothiazoline-3-On S1NC(C2=C1C=CC=C2)=O